OC1(CC(C1)C(=O)N1CC2(C1)CCC(CC2)OC2=CC(=C(C=C2)C(F)(F)F)C)C ((1s,3s)-3-Hydroxy-3-methylcyclobutyl)(7-(3-methyl-4-(trifluoromethyl)phenoxy)-2-azaspiro[3.5]nonan-2-yl)methanone